1-{5-Bromo-3-[(dimethylsulfamoyl)amino]pyridin-2-yl}-N,N-dimethylazetidin-3-amine BrC=1C=C(C(=NC1)N1CC(C1)N(C)C)NS(N(C)C)(=O)=O